COC1=CC=C(CN2N=C(C=C2NC(=O)C2=CC(=NN2C)COC)C2C[C@H]3C([C@H]3C2)C(=O)OCC)C=C1 ethyl (1R,3r,5S,6r)-3-(1-(4-methoxybenzyl)-5-(3-(methoxymethyl)-1-methyl-1H-pyrazole-5-carboxamido)-1H-pyrazol-3-yl)bicyclo[3.1.0]hexane-6-carboxylate